C(CCCCCCCCCCCCCCCCC)(=O)OC[C@H](CCOC([C@H](C(C)C)N)=O)CN1C=2NC(=NC(C2N=C1)=O)N [(2R)-4-[(2S)-2-amino-3-methylbutanoyl]oxy-2-[(2-amino-6-oxo-3H-purin-9-yl)methyl]butyl] octadecanoate